N[C@H](C(=O)NCCC1=C(C=C(C=C1)O)O)CO (S)-2-amino-N-(2,4-dihydroxyphenethyl)-3-hydroxy-propanamide